FC(CNC1CCC(CC1)NC1=CC(N(C2=CC=C(C=C12)N1C=NC=C1)C)=O)(C)F 4-(((1r,4r)-4-((2,2-difluoropropyl)amino)cyclohexyl)amino)-6-(1H-imidazol-1-yl)-1-methylquinolin-2(1H)-one